FC(OC=1C=CC(=C(C1)C1=NN(C=2C[C@@H](CCC12)C(=O)NC1(CS(C1)(=O)=O)C)C1C(CCC1)O)F)F (6R)-3-(5-(difluoromethoxy)-2-fluorophenyl)-1-(2-hydroxycyclopentyl)-N-(3-methyl-1,1-dioxidothietan-3-yl)-4,5,6,7-tetrahydro-1H-indazole-6-carboxamide